N[C@H](C(=O)N[C@H](C(=O)O)C)C (S)-2-((S)-2-aminopropanamido)propanoic acid